2-Chloro-4-ethynyl-N-((2-methylthiazol-5-yl)sulfonyl)benzamide ClC1=C(C(=O)NS(=O)(=O)C2=CN=C(S2)C)C=CC(=C1)C#C